(2-(4-(7-methoxyquinazolin-4-yl)piperazin-1-yl)ethyl)phosphonic acid COC1=CC=C2C(=NC=NC2=C1)N1CCN(CC1)CCP(O)(O)=O